FC(C)(F)C1=NC(=CC(=N1)NC1=CC(=NC=C1C1=CC=C2C(=N1)CCOC2)NC(C)=O)C N-(4-((2-(1,1-difluoroethyl)-6-methylpyrimidin-4-yl)amino)-5-(7,8-dihydro-5H-pyrano[4,3-b]pyridin-2-yl)pyridin-2-yl)acetamide